4-(N-(4-chlorophenyl)sulfamoyl)-2-(4-methyloxazole-5-carboxamido)pyridine 1-oxide ClC1=CC=C(C=C1)NS(=O)(=O)C1=CC(=[N+](C=C1)[O-])NC(=O)C1=C(N=CO1)C